C1(CC1)C=1C2=C(C(NC1)=O)NC(=C2)CN[C@@H]2[C@@H](CCC2)O 4-cyclopropyl-2-[[[(1S,2R)-2-hydroxy-cyclopentyl]amino]methyl]-1,6-dihydropyrrolo[2,3-c]pyridin-7-one